C(#N)C=1C(=CC(=NC1)C(=O)NC=1C=C2C(=NNC2=CC1)C1=COC=C1)C 5-Cyano-N-(3-(furan-3-yl)-1H-indazol-5-yl)4-methylpicolinamide